2-(3-(2-(7,8-Dimethyl-[1,2,4]triazolo[1,5-a]pyridin-6-yl)-3-isopropyl-1H-indol-5-yl)azetidin-1-yl)-N,N-dimethylacetamid CC1=C(C=2N(C=C1C=1NC3=CC=C(C=C3C1C(C)C)C1CN(C1)CC(=O)N(C)C)N=CN2)C